tert-butyl-bis(3,6-dimethyl-fluorenyl)zirconium dichloride [Cl-].[Cl-].C(C)(C)(C)[Zr+2](C1=CC(=CC=2C3=CC(=CC=C3CC12)C)C)C1=CC(=CC=2C3=CC(=CC=C3CC12)C)C